4-(4-fluorophenyl-1-phenyl-1H-imidazol-5-yl)-1H-pyrrolo[2,3-b]pyridine FC1=CC=C(C=C1)C=1N(C(=CN1)C1=C2C(=NC=C1)NC=C2)C2=CC=CC=C2